C(C)(C)(C)OC(NC1CNCC(C1)F)=O 5-fluoropiperidin-3-ylcarbamic acid tert-butyl ester